3-(6,7-Difluoro-1-benzofuran-3-yl)-1,2,5,6-tetrahydropyridine FC1=C(C2=C(C(=CO2)C=2CNCCC2)C=C1)F